cyclopropyl 4-(6-(1-cyclopropyl-1H-pyrazol-4-yl)pyrazolo[1,5-a]pyrimidin-3-yl)piperidine-1-carboxylate C1(CC1)N1N=CC(=C1)C=1C=NC=2N(C1)N=CC2C2CCN(CC2)C(=O)OC2CC2